C(CCCCCCCCCCCCCC)[N+]1=CC=C(C=C1)C N-pentadecyl-4-methylpyridinium